C(#N)C1=CC2=C(CN(C[C@H]2C2=C(C=CC=C2)B2OC(C(O2)(C)C)(C)C)C(=O)OC(C)(C)C)S1 tert-butyl (S)-2-cyano-4-(2-(4,4,5,5-tetramethyl-1,3,2-dioxaborolan-2-yl)phenyl)-4,7-dihydrothieno[2,3-c]pyridine-6(5H)-carboxylate